4-bromo-N-(pyrrolidin-1-ylmethylene)benzenesulfonamide BrC1=CC=C(C=C1)S(=O)(=O)N=CN1CCCC1